3-[cyclopropyl-(difluoro)methyl]isoxazole-4-carboxylic acid C1(CC1)C(C1=NOC=C1C(=O)O)(F)F